O=C1OC(CN1C=1C=CC=2OCC(NC2N1)=O)CCNCC1CC2=C(C(=NC=C2)C#N)C1 6-[[2-[2-oxo-3-(3-oxo-4H-pyrido[3,2-b][1,4]oxazin-6-yl)-1,3-oxazolidin-5-yl]ethylamino]methyl]-6,7-dihydro-5H-cyclopenta[c]pyridine-1-carbonitrile